ClC=1C=CC(=C(C1)C(/C=C(/C=O)\C)CC=C(C)C)C (E)-4-(5-chloro-2-methylphenyl)-2,7-dimethyloct-2,6-dienal